N1(CCCCC1)C(=O)OCN1CCC(CC1)C1CC(C1)O ((4-((1r,3r)-3-hydroxycyclobutyl) piperidin-1-yl) methyl) piperidine-1-carboxylate